O1CCN(CC1)C=1C2=C(N=C(N1)N1CCN(CC1)CC=1C=C3CN(C(C3=CC1)=O)N1C(NC(CC1)=O)=O)CCS2 1-(5-((4-(4-morpholino-6,7-dihydrothieno[3,2-d]pyrimidin-2-yl)piperazin-1-yl)methyl)-1-oxoisoindolin-2-yl)dihydropyrimidine-2,4(1H,3H)-dione